P(=S)(OCCCCCCCOC(C=C)=O)([O-])[O-] acryloyloxyheptyl thiophosphate